N,N-bis(3-aminopropyl)-4-[[2-chloro-6-[4-[4-[(4R)-4-amino-2-oxo-pyrrolidin-1-yl]phenyl]sulfonylpiperazin-1-yl]-4-pyridyl]-difluoro-methyl]bicyclo[2.2.2]octane-1-carboxamide NCCCN(C(=O)C12CCC(CC1)(CC2)C(F)(F)C2=CC(=NC(=C2)N2CCN(CC2)S(=O)(=O)C2=CC=C(C=C2)N2C(C[C@H](C2)N)=O)Cl)CCCN